2-(4-chloro-3-fluorophenoxy)-N-{3-[2-(3,4-difluorophenoxy)acetylamino]-bicyclo[1.1.1]pentan-1-yl}acetamide ClC1=C(C=C(OCC(=O)NC23CC(C2)(C3)NC(COC3=CC(=C(C=C3)F)F)=O)C=C1)F